2-(4-bromo-2H-indazol-2-yl)-1-(4-hydroxyphenyl)ethan-1-one BrC=1C2=CN(N=C2C=CC1)CC(=O)C1=CC=C(C=C1)O